COCOC1=C(C=CC(=C1)C=1SC(=NN1)C)C1=CC=C(N=N1)N1C[C@@H](CC1)NC1COCC1 (3R)-1-{6-[2-(methoxymethoxy)-4-(5-methyl-1,3,4-thiadiazol-2-yl)phenyl]-pyridazin-3-yl}-N-(oxolan-3-yl)pyrrolidin-3-amine